CN1[C@H]2CCN(S(C3=NN=C(NC4=C5CCCC5=CC=C4C4=CC=NC(OCCC1)=C4)N3)(=O)=O)C2 (20S)-21-methyl-25-oxa-16λ6-thia-11,13,14,17,21,27,32-heptaazahexacyclo-[24.3.1.112,15.117,20.02,10.05,9]dotriaconta-1(29),2,4,9,12,14,26(30),27-octaene-16,16-dioxide